C(C1=CC=CC=C1)OC1=NC=2N(C(=C1)N1CCOCC1)N=C(C2)C2=NN(C(=C2)C)CCN(C)C 2-(3-(5-(benzyloxy)-7-morpholinopyrazolo[1,5-a]pyrimidin-2-yl)-5-methyl-1H-pyrazol-1-yl)-N,N-dimethylethanamine